3,4-dicarboxystyrene C(=O)(O)C=1C=C(C=C)C=CC1C(=O)O